C[NH+](C)CCCC1(C2=C(CO1)C=C(C=C2)C#N)C3=CC=C(C=C3)F The molecule is an ammonium ion resulting from the protonation of the tertiary amino group of 1-[3-(dimethylamino)propyl]-1-(4-fluorophenyl)-1,3-dihydro-2-benzofuran-5-carbonitrile. It is a conjugate acid of a 1-[3-(dimethylamino)propyl]-1-(4-fluorophenyl)-1,3-dihydro-2-benzofuran-5-carbonitrile.